O1CCOC12CCC(CC2)C2=CN(C1=C2N=CN=C1)C1=C(C(=O)N(C)C(C)C)C=C(C=C1)F 2-(7-(1,4-dioxaspiro[4.5]decan-8-yl)-5H-pyrrolo[3,2-d]pyrimidin-5-yl)-5-fluoro-N-isopropyl-N-methylbenzamide